Cl.CNC1CCCC2=C(SC=C2)C1 N-methyl-5,6,7,8-tetrahydro-4H-cyclohepta[b]thiophen-7-amine hydrochloride